[NH4+].C(CC)N(CCC)CCC tripropylamine ammonium salt